phenyl-N-benzoyl-4-methylbenzenesulfonamide tert-Butyl-N-(2-sulfanylethyl)carbamate C(C)(C)(C)OC(NCCS)=O.C1(=CC=CC=C1)C1=C(C=CC(=C1)C)S(=O)(=O)NC(C1=CC=CC=C1)=O